FC1=CC(=C(C=C1)C(C)(O)[C@@H]1N(CCC1)C(=O)OC(C)(C)C)CO (2R)-tert-butyl 2-(1-(4-fluoro-2-(hydroxymethyl)phenyl)-1-hydroxylethyl)pyrrolidine-1-carboxylate